BrC1=CC=C(C=C1)/C=C/C(=O)OC methyl (E)-3-(4-bromophenyl)prop-2-enoate